(2-difluoromethoxybenzyl)-[2-(9-(pyridin-2-yl)-6-oxaspiro[4.5]decan-9-yl)ethyl]amine FC(OC1=C(CNCCC2(CCOC3(CCCC3)C2)C2=NC=CC=C2)C=CC=C1)F